ethyl (E)-3-(5-(3-cyano-4-fluorophenoxy)-6-fluoro-1-(tetrahydro-2H-pyran-2-yl)-1H-benzo[d]imidazol-4-yl)acrylate C(#N)C=1C=C(OC2=C(C3=C(N(C=N3)C3OCCCC3)C=C2F)/C=C/C(=O)OCC)C=CC1F